octylacryl-amide C(CCCCCCC)C(C(=O)N)=C